2-(4-methylpiperazin-1-yl)benzo[d]oxazol-6-amine CN1CCN(CC1)C=1OC2=C(N1)C=CC(=C2)N